2-(1-(1-((tert-butyldimethylsilyl)oxy)propan-2-yl)-4-chloro-1H-pyrazol-5-yl)-4-(4-(1-ethyl-4-(trifluoromethyl)-1H-imidazol-2-yl)benzyl)-6,7-dihydropyrazolo[1,5-a]pyrimidin-5(4H)-one [Si](C)(C)(C(C)(C)C)OCC(C)N1N=CC(=C1C1=NN2C(N(C(CC2)=O)CC2=CC=C(C=C2)C=2N(C=C(N2)C(F)(F)F)CC)=C1)Cl